COC(CC1=C(C=C(C=C1F)O)F)=O (2,6-difluoro-4-hydroxyphenyl)acetic acid methyl ester